C(C)(C)(C)OC(=O)NN(C(=O)C=1C(=CN(C(C1)=O)C1CCN(CC1)C(=O)OC(C)(C)C)C(=O)OC(C)(C)C)C tert-butyl 4-(2-(tert-butoxycarbonyl)-1-methylhydrazine-1-carbonyl)-1-(1-(tert-butoxycarbonyl)piperidin-4-yl)-6-oxo-1,6-dihydropyridine-3-carboxylate